C1(CCCCCCC1)C(NC(=O)C=1N(N=CC1)C)C1=NC2=C(N1)C=CC(=C2F)C(C)C2=CC=NC=C2 N-(cyclooctyl-{4-fluoro-5-[1-(pyridin-4-yl)ethyl]-1H-benzimidazol-2-yl}methyl)-2-methylpyrazole-3-carboxamide